C1=CC=CC=2C3=CC=CC=C3C(C12)N([C@H](C(=O)O)CC=C(C)C)C(=O)OC (2S)-2-(9H-fluoren-9-yl-methoxycarbonylamino)-5-methylhex-4-enoic acid